3-benzyl-5-methylquinoxalin-2(1H)-one C(C1=CC=CC=C1)C=1C(NC2=CC=CC(=C2N1)C)=O